CC1=C(C=C2CC[C@]3(CN(CC3)C(C(C)C3=CC=C(C=C3)C(F)(F)F)=O)NC2=N1)C1=NC=CC=N1 1-[(2S)-7-methyl-6-(pyrimidin-2-yl)-3,4-dihydro-1H-spiro[1,8-naphthyridine-2,3'-pyrrolidin]-1'-yl]-2-[4-(trifluoromethyl)phenyl]propan-1-one